N(=[N+]=[N-])C(=O)C1[C@H]2CCN(CC[C@@H]12)C(=O)OCC1=CC=CC=C1 benzyl (1r,7s,8r)-8-(azidocarbonyl)-4-azabicyclo[5.1.0]octane-4-carboxylate